C(C)(C)(C)S(=O)NC1(COC1)C1=CC(=C(C(=C1)F)C=1N=C2N(C=CC(=C2)C)C1C[C@H]1CN(CCO1)C(=O)OC)F methyl (2S)-2-((2-(4-(3-((tert-butylsulfinyl)amino)oxetan-3-yl)-2,6-difluorophenyl)-7-methylimidazo[1,2-a]pyridin-3-yl)methyl)morpholine-4-carboxylate